(1-(6-p-toluenesulfonylimidazo[4,5-d]pyrrolo[2,3-b]pyridin-1(6H)-yl)piperidin-4-yl)methylamine CC1=CC=C(C=C1)S(=O)(=O)N1C=CC=2C1=NC=C1C2N(C=N1)N1CCC(CC1)CN